COC(=O)C1=CC(=NC=C1)CNCCC(=O)O 3-(((4-(methoxycarbonyl)pyridin-2-yl)methyl)amino)propanoic acid